5-Amino-1-isopropyl-3-[4-[2-oxo-2-[[3-[[2,2-difluorocyclopropyl]methyl]isoxazol-5-yl]amino]ethyl]phenyl]pyrazole-4-carboxamide NC1=C(C(=NN1C(C)C)C1=CC=C(C=C1)CC(NC1=CC(=NO1)CC1C(C1)(F)F)=O)C(=O)N